N-(4-(N-cyclopropylsulfamoyl)phenyl)-4-((8-methyl-2,3-dihydro-1H-pyrido[2,3-b][1,4]oxazin-7-yl)amino)-2-oxo-1,2-dihydropyridine-3-carboxamide C1(CC1)NS(=O)(=O)C1=CC=C(C=C1)NC(=O)C=1C(NC=CC1NC1=C(C2=C(OCCN2)N=C1)C)=O